C(N)(=O)[C@H]1N2C(N([C@H](CC1)C2)OS(=O)(=O)OCC(C(=O)OC)(C)C)=O methyl 3-(((((1R,2S,5R)-2-carbamoyl-7-oxo-1,6-diazabicyclo[3.2.1]octan-6-yl)oxy)sulfonyl)oxy)-2,2-dimethylpropanoate